CN(CCNC=1C=C(C=NC1)N1CC(CC1)C=1C=C(C(=O)NC2=CC(=CC=C2)C(F)(F)F)C=CC1C)C 3-(1-(5-((2-(dimethylamino)ethyl)amino)pyridin-3-yl)pyrrolidin-3-yl)-4-methyl-N-(3-(trifluoromethyl)phenyl)benzamide